1-ethyl-3-methylimidazole bis-fluoromethanesulfonate FC(S(=O)(=O)O)F.C(C)N1CN(C=C1)C